ClC1=C(C=CC=C1N1N=C2C(CN(CC2)C(=O)OC(C)(C)C)=C1)C1=C(C(=CC=C1)C=1OC2=C(N1)C=C(C=C2C#N)CO)C tert-butyl 2-(2-chloro-3'-(7-cyano-5-(hydroxymethyl)benzo[d]oxazol-2-yl)-2'-methylbiphenyl-3-yl)-6,7-dihydro-2H-pyrazolo[4,3-c]pyridine-5(4H)-carboxylate